C(C)(C)(C)C=1C(=C(C(=O)NC=2SC(=CN2)[N+](=O)[O-])C=CC1I)NC(C)=O Tert-butyl-2-acetamido-4-iodo-N-(5-nitrothiazol-2-yl)benzamide